C1(=CC=CC=C1)C1=NC(=NC2=CC=CC=C12)C=1C=C(C=CC1)C1=CC(=CC=C1)C1=NC(=C(N=C1C1=CC=CC=C1)C1=CC=CC=C1)C1=CC=CC=C1 4-phenyl-2-(3'-(3,5,6-triphenylpyrazin-2-yl)-[1,1'-biphenyl]-3-yl)quinazoline